[C@@H]12N[C@@H]([C@@H](CC1)C2)C(=O)N2CC(C2)C(=O)C2=CN(C1=CN=CC=C12)C1=C(C(=O)N(C(C)C)CC)C=C(C=C1)F 2-(3-(1-((1R,3S,4S)-2-Azabicyclo[2.2.1]heptane-3-carbonyl)azetidine-3-carbonyl)-1H-pyrrolo[2,3-c]pyridin-1-yl)-N-ethyl-5-fluoro-N-isopropylbenzamide